FC=1C=C(C=CC1OC1=C2C(=NC=C1)NC(N2C(C)C)=O)NC(=O)C=2N=NN(C2)C2=C(C=CC=C2)F N-(3-fluoro-4-((1-isopropyl-2-oxo-2,3-dihydro-1H-imidazo[4,5-b]pyridin-7-yl)oxy)phenyl)-1-(2-fluorophenyl)-1H-1,2,3-triazole-4-carboxamide